4-[[5-[5-[(dimethylamino)methyl]-2-furyl]-4-methyl-1,2,4-triazol-3-yl]mercapto]-3,5-difluoro-benzohydroxamic acid CN(C)CC1=CC=C(O1)C=1N(C(=NN1)SC1=C(C=C(C(=O)NO)C=C1F)F)C